C(=C)I (Z)-Vinyl iodide